N1C2=C(N=CC=C1)C=CC=C2 Benzo[b][1,4]diazepine